5-(N-(2-(4-aminopiperidin-1-yl)phenyl)-N-phenethylsulfamoyl)-3-Methylbenzofuran-2-carboxylate NC1CCN(CC1)C1=C(C=CC=C1)N(S(=O)(=O)C=1C=CC2=C(C(=C(O2)C(=O)[O-])C)C1)CCC1=CC=CC=C1